3-(2-(3-aminoprop-1-yn-1-yl)furo[3,2-c]pyridin-4-yl)piperidine-2,6-dione NCC#CC1=CC=2C(=NC=CC2O1)C1C(NC(CC1)=O)=O